1,3-dihydro-1,3-dioxo-4,7-dichloroisobenzofuran-5-carboxylic acid O=C1OC(C2=C(C(=CC(=C12)Cl)C(=O)O)Cl)=O